C=1(C(=CC=C2C=CC=CC12)O)O NAPHTHALENE-1,2-DIOL